C(CCCCCCCCC)(=O)O.C(C(CCCC)O)O 1,2-hexanediol decanoate